N-(1-Adamantylmethyl)-6-[4-[4-(3-hydroxyphenyl)-3-methylbenzoyl]piperazin-1-yl]-N-methylpyridazine-3-carboxamide C12(CC3CC(CC(C1)C3)C2)CN(C(=O)C=2N=NC(=CC2)N2CCN(CC2)C(C2=CC(=C(C=C2)C2=CC(=CC=C2)O)C)=O)C